N-[(1R)-2-[[(2S)-2,6-diaminohexanoyl]amino]-1-methyl-ethyl]-4-[[3-(2,3-difluoro-4-methoxy-phenyl)imidazo[1,2-a]pyrazin-8-yl]amino]-2-ethyl-benzamide N[C@H](C(=O)NC[C@@H](C)NC(C1=C(C=C(C=C1)NC=1C=2N(C=CN1)C(=CN2)C2=C(C(=C(C=C2)OC)F)F)CC)=O)CCCCN